2-[6-amino-5-[8-[2-[3-[1-(hydroxymethyl)-7-azabicyclo[2.2.1]heptan-7-yl]prop-1-ynyl]-4-pyridyl]-3,8-diazabicyclo[3.2.1]octan-3-yl]pyridazin-3-yl]phenol NC1=C(C=C(N=N1)C1=C(C=CC=C1)O)N1CC2CCC(C1)N2C2=CC(=NC=C2)C#CCN2C1(CCC2CC1)CO